C(CCC)OC(NS(=O)(=O)C=1SC(=CC1C1=C(C=C(C=C1)CN1C(=NC=C1)C)C)CC(C)C)=O ((5-isobutyl-3-(2-methyl-4-((2-methyl-1H-imidazol-1-yl)methyl)phenyl)thiophen-2-yl)sulfonyl)carbamic acid butyl ester